The molecule is a nickel coordination entity obtained by complexation of nickel(II) with pyridinium-3,5-bisthiocarboxylic acid mononucleotide. It has a role as a cofactor. It is a nickel coordination entity, a pyridine nucleotide and a nucleoside 5'-monophosphate. It derives from a nicotinic acid D-ribonucleotide. It is a conjugate acid of a Ni(II)-pyridinium-3,5-bisthiocarboxylate mononucleotide(1-). C1=C([C-]=C(C=[N+]1[C@H]2[C@@H]([C@@H]([C@H](O2)COP(=O)(O)O)O)O)C(=O)[S-])C(=[SH+])O.[Ni]